N1(CCC1)C=1C(C(C1NCC1=CC=C(C=C1)C1=NOC(=N1)C(F)(F)Cl)=O)=O 3-(azetidin-1-yl)-4-((4-(5-(chlorodifluoromethyl)-1,2,4-oxadiazol-3-yl)benzyl)amino)cyclobut-3-ene-1,2-dione